IC1=C(N=C(S1)NS(=O)(=O)C1=CC=CC=C1)C1=C(C=CC=C1)C(F)(F)F N-(5-iodo-4-(2-(trifluoromethyl)phenyl)thiazol-2-yl)benzenesulfonamide